protoporphyrin zinc salt CC1=C(C2=CC3=NC(=CC4=NC(=CC5=C(C(=C(N5)C=C1N2)C=C)C)C(=C4CCC(=O)[O-])C)C(=C3C)CCC(=O)[O-])C=C.[Zn+2]